N-[2-(2,4-dichlorophenyl)cyclobutyl]acetamide ClC1=C(C=CC(=C1)Cl)C1C(CC1)NC(C)=O